N-(4-aminomethyl-phenyl)-N-methyl-N'-[4-(1,2,3,6-tetrahydro-pyridin-4-yl)-phenyl]-terephthalamide NCC1=CC=C(C=C1)N(C(C1=CC=C(C(=O)NC2=CC=C(C=C2)C=2CCNCC2)C=C1)=O)C